C1(CC1)C1=NC=2N(C=C1)N=CC2C(=O)NC2=CC(=CC=C2)C=2C=NC(=CC2)OC 5-cyclopropyl-N-(3-(6-methoxypyridin-3-yl)phenyl)pyrazolo[1,5-a]pyrimidine-3-carboxamide